dilauroyl-propylamine C(CCCCCCCCCCC)(=O)N(CCC)C(CCCCCCCCCCC)=O